2-[[6-[5-chloro-3-[1-[(3-methyloxetan-3-yl)methyl]pyrazol-4-yl]quinoxalin-6-yl]oxy-2-methyl-benzimidazol-1-yl]methoxy]ethyl-trimethyl-silane ClC1=C2N=C(C=NC2=CC=C1OC=1C=CC2=C(N(C(=N2)C)COCC[Si](C)(C)C)C1)C=1C=NN(C1)CC1(COC1)C